C(C)OC1=CC=C(C(=N1)F)C1=C(C2=C(CCC1)C(=C(C=C2)O)F)C2=CC=C(C=C2)O[C@@H]2CN(CC2)CCCF 6-(6-ethoxy-2-fluoro-3-pyridyl)-1-fluoro-5-[4-[(3S)-1-(3-fluoropropyl)pyrrolidin-3-yl]oxyphenyl]-8,9-dihydro-7H-benzo[7]annulen-2-ol